N-(7-benzyl-7-azaspiro[3.5]nonan-2-yl)-N-phenylfuran-2-carboxamide hydrochloride Cl.C(C1=CC=CC=C1)N1CCC2(CC(C2)N(C(=O)C=2OC=CC2)C2=CC=CC=C2)CC1